4-isopropenylphenyloxy-triethylsilane C(=C)(C)C1=CC=C(C=C1)O[Si](CC)(CC)CC